N-[(2E)-3-[imino(oxo)[4-(propan-2-yloxy)phenyl]-λ6-sulfanyl]prop-2-en-1-yl]-2-oxo-1,2,5,6,7,8-hexahydroquinoline-3-carboxamide N=S(/C=C/CNC(=O)C=1C(NC=2CCCCC2C1)=O)(C1=CC=C(C=C1)OC(C)C)=O